O=CCCC1CCCCC1 4-(3-oxopropyl)cyclohexane